ClC1=C(C(=CC=C1)Cl)N1CC(C1)C1=CC(=C(C(=N1)C)CN1CCC(CC1)C(=O)O)C ((6-(1-(2,6-dichlorophenyl)azetidin-3-yl)-2,4-dimethylpyridin-3-yl)methyl)piperidine-4-carboxylic acid